N,6-dimethyl-5-(4-((3-methyl-2-oxo-4-thioxo-1,2,3,4-tetrahydroquinazolin-7-yl)methyl)-2-oxopiperazin-1-yl)picolinamide CNC(C1=NC(=C(C=C1)N1C(CN(CC1)CC1=CC=C2C(N(C(NC2=C1)=O)C)=S)=O)C)=O